ammonium nitrite salt N(=O)[O-].[NH4+]